(3aR,6aR)-N-(4-chloro-2-fluorophenyl)-5-cyanohexahydropyrrolo[3,4-b]pyrrole-1(2H)-carboxamide ClC1=CC(=C(C=C1)NC(=O)N1[C@@H]2[C@H](CC1)CN(C2)C#N)F